tert-butyl 4-[[3,3-difluoro-9-(4-methoxycarbonylphenyl)-8-azaspiro[4.5]decan-8-yl]methyl]-5-methoxy-7-methyl-indole-1-carboxylate FC1(CCC2(C1)CCN(C(C2)C2=CC=C(C=C2)C(=O)OC)CC2=C1C=CN(C1=C(C=C2OC)C)C(=O)OC(C)(C)C)F